1-(4-(3-(5-fluoropyridin-3-yl)-1-tosyl-1H-pyrrolo[2,3-b]pyridin-5-yl)benzyl)piperidin-3-ol FC=1C=C(C=NC1)C1=CN(C2=NC=C(C=C21)C2=CC=C(CN1CC(CCC1)O)C=C2)S(=O)(=O)C2=CC=C(C)C=C2